phenyl 3-((5-bromo-2-hydroxyphenyl)sulfonamido)-5-(1-cyanocyclobutyl)-2-hydroxybenzoate BrC=1C=CC(=C(C1)S(=O)(=O)NC=1C(=C(C(=O)OC2=CC=CC=C2)C=C(C1)C1(CCC1)C#N)O)O